NCC1(CCN(CC1)C=1N=C(C(=C(C#N)C1)C1=CC(=C(C=C1)OC)F)C1=CC(=C(C=C1)C#N)F)O 6-(4-(aminomethyl)-4-hydroxylpiperid-1-yl)-2-(4-cyano-3-fluorophenyl)-3-(3-fluoro-4-methoxyphenyl)isonicotinonitrile